C(CCCCCCC)C(C(=O)O)=C.C(C=C)(=O)OCCCCCCCC octyl acrylate (Octyl acrylate)